2-fluoro-N-(3-fluorophenyl)-5-(1H-imidazol-1-yl)benzamide FC1=C(C(=O)NC2=CC(=CC=C2)F)C=C(C=C1)N1C=NC=C1